N-[4-(3-chlorophenoxy)-3-sulfamylphenyl]-2-(2,4-dichlorophenyl)acetamide phenyl-(5-methylthiazol-2-yl)carbamate C1(=CC=CC=C1)N(C(O)=O)C=1SC(=CN1)C.ClC=1C=C(OC2=C(C=C(C=C2)NC(CC2=C(C=C(C=C2)Cl)Cl)=O)S(N)(=O)=O)C=CC1